OC=1C=C(C=CCO)C=CC1O 3,4-dihydroxycinnamyl alcohol